COC1=C(C=CC(=C1)OC)CNC=1C=2N(C3=CC(=CC=C3N1)C(=O)[O-])C(=NC2)C 4-[(2,4-dimethoxyphenyl)methylamino]-1-methyl-imidazo[1,5-a]quinoxaline-8-carboxylate